C(C)(C)(C)[S@@](=O)N[C@@H]1C2=C(N=CS2)CC12CCN(CC2)C(=O)OC(C)(C)C tert-butyl (6s)-6-[[(R)-tert-butyl sulfinyl]amino]spiro[4,6-dihydrocyclopenta[d]thiazole-5,4'-piperidine]-1'-carboxylate